C([O-])([O-])=S THIOCARBONATE